C(C)(C)(C)OC(=O)N1CC(C1)CCCC=O 3-(4-oxobutyl)azetidine-1-carboxylic acid tert-butyl ester